1-[3-cyano-5-(trifluoromethyl)pyridin-2-yl]-4-{2'-ethoxy-[2,3'-bipyridin]-5-yl}-N-[(3S)-1-methylpyrrolidin-3-yl]piperidine-4-carboxamide C(#N)C=1C(=NC=C(C1)C(F)(F)F)N1CCC(CC1)(C(=O)N[C@@H]1CN(CC1)C)C=1C=CC(=NC1)C=1C(=NC=CC1)OCC